BrC=1N=C(C=2N(C1)C(=CN2)C=2C=C(C(=C(C2)NS(=O)(=O)C=2C=NN(C2)C)OC)OC)NC N-(5-(6-bromo-8-(methylamino)imidazo[1,2-a]pyrazin-3-yl)-2,3-dimethoxyphenyl)-1-methyl-1H-pyrazole-4-sulfonamide